FC=1C=C(C=C(C1)F)NC1=NC=C(C(=N1)NC1=CC=C(C=C1)C1CCNCC1)C=1C=NN(C1)C N2-(3,5-difluorophenyl)-5-(1-methyl-1H-pyrazol-4-yl)-N4-(4-(piperidin-4-yl)phenyl)pyrimidine-2,4-diamine